N-(1-(4-methoxybenzyl)-1H-tetrazol-5-yl)-4-methyl-6-(trifluoromethyl)pyrimidin-2-amine COC1=CC=C(CN2N=NN=C2NC2=NC(=CC(=N2)C)C(F)(F)F)C=C1